(3S,4S)-N3,N4-bis((1S,2R)-2-phenylcyclopropyl)pyrrolidine-3,4-dicarboxamide hydrochloride Cl.C1(=CC=CC=C1)[C@@H]1[C@H](C1)NC(=O)[C@@H]1CNC[C@H]1C(=O)N[C@@H]1[C@H](C1)C1=CC=CC=C1